COCOC=1C=C(C=CC1C)B(O)O 3-METHOXYMETHOXY-4-METHYLPHENYLBORONIC ACID